tert-butyl 2-[1-(cyclopropylmethyl)-7-methoxy-5-methoxycarbonyl-benzoimidazol-2-yl]-1,9-diazatricyclo[6.3.1.04,12]dodeca-2,4(12),5,7-tetraene-9-carboxylate C1(CC1)CN1C(=NC2=C1C(=CC(=C2)C(=O)OC)OC)C=2N1CCN(C3=CC=CC(C2)=C13)C(=O)OC(C)(C)C